[(Z)-[1-[4-[4-(benzofuran-2-carbonyl)phenyl]sulfanylphenyl]-4-methyl-pentylidene]amino] acetate C(C)(=O)O\N=C(\CCC(C)C)/C1=CC=C(C=C1)SC1=CC=C(C=C1)C(=O)C=1OC2=C(C1)C=CC=C2